S1C(=CC2=C1C=CC=C2)OC=2SC1=C(C2)C=CC=C1.[P] phosphorus bis(benzothiophene-2-yl) oxide